5-[2-(2,4-diamino-6-oxo-1,6-dihydropyrimidin-5-yl)acetamido]pyridine-2-carboxylic acid NC=1NC(C(=C(N1)N)CC(=O)NC=1C=CC(=NC1)C(=O)O)=O